CC=1C=C2C(=C(N(C2=CC1)S(=O)(=O)C1=CC=C(C)C=C1)C(C1=CC=CC=C1)P(C1=CC=CC=C1)(C1=CC=CC=C1)=O)C1=CC=CC=C1 ((5-methyl-3-phenyl-1-p-toluenesulfonyl-1H-indolyl)(phenyl)methyl)diphenylphosphine oxide